NC1=C(C=C(C=N1)C1=CC(N(C=C1)C)=O)C(=O)N[C@@H]1[C@H](CCC1)OCC1=CC=C(C=C1)C=1C=C2C(CC(C2=CC1)N1CCN(CC1)C)(C)C 6-amino-N-[(1S,2S)-2-({4-[3,3-dimethyl-1-(4-methylpiperazin-1-yl)-2,3-dihydro-1H-inden-5-yl]phenyl}methoxy)cyclopentyl]-1'-methyl-2'-oxo-1',2'-dihydro[3,4'-bipyridine]-5-carboxamide